Cl.NC=1C=C(N(C1)C)C(=O)NC=1C=C(N(C1)C)C(=O)N1N=CC2=CC(=CC=C12)NC(OCC=C)=O allyl 1-(4-(4-amino-1-methyl-1H-pyrrole-2-carboxamido)-1-methyl-1H-pyrrole-2-carbonyl)-1H-indazol-5-ylcarbamate hydrochloride